ditrimethylolcyclodecane diacrylate C(C=C)(=O)O.C(C=C)(=O)O.C(O)C1C(CCCCCCCC1)(CO)CO.C(O)C1C(CCCCCCCC1)(CO)CO